FC(C1=NN2C(N=C(C=C2NCC(C)(C2=CC=C(C=C2)F)C2CN(CC2)C(=O)NCCO)C(F)(F)F)=C1)(F)F 3-(1-((2,5-bis(trifluoromethyl)pyrazolo[1,5-a]pyrimidin-7-yl)amino)-2-(4-fluorophenyl)propan-2-yl)-N-(2-hydroxyethyl)pyrrolidine-1-carboxamide